7-oxo-8-(pent-3-yl)-2-((1,2,3,4-tetrahydroisoquinolin-6-yl)amino)-7,8-dihydropyrido[2,3-d]pyrimidine-6-carbonitrile O=C1C(=CC2=C(N=C(N=C2)NC=2C=C3CCNCC3=CC2)N1C(CC)CC)C#N